BrC1=C(SC=C1)C=O 3-BROMOTHIOPHENE-2-CARBOXALDEHYDE